hydroxyethyl-propyl-piperazine OCCC1N(CCNC1)CCC